tert-butyl rac-(2S)-4-[5-bromo-3-[[5-(difluoromethyl)-1,3,4-thiadiazol-2-yl]amino]-2-nitro-phenyl]-2-methyl-piperazine-1-carboxylate BrC=1C=C(C(=C(C1)N1C[C@@H](N(CC1)C(=O)OC(C)(C)C)C)[N+](=O)[O-])NC=1SC(=NN1)C(F)F |r|